2',5-dichloro-2,4'-difluoro-N-(2-methyl-6-(trifluoromethyl)pyridin-4-yl)-[1,1'-biphenyl]-4-Formamide ClC1=C(C=CC(=C1)F)C1=C(C=C(C(=C1)Cl)C(=O)NC1=CC(=NC(=C1)C(F)(F)F)C)F